C(C=C)C=1C=C(C(=C(C1)C1=C(C=CC(=C1)CC=C)O)O)C=CC(=O)C1=C(C=CC=C1)Cl 3-(5,5'-diallyl-2,2'-dihydroxy-[1,1'-biphenyl]-3-yl)-1-(2-chlorophenyl)prop-2-en-1-one